C(C)N(CCC)CCC1=CC=CC=C1 N-ethyl-N-phenethylpropan-1-amine